manganese-iron-copper [Cu].[Fe].[Mn]